COC=1C=C(C=C(C1)OC)C#CC=1N=C(N2C1C(=NC=C2)N)C2CN(C2)C(\C=C\C)=O (E)-1-((3,5-dimethoxyphenyl)ethynyl)-3-(1-but-2-enoyl-azetidin-3-yl)imidazo[1,5-a]pyrazin-8-amine